(S)-N-(3,5-Dimethoxyphenyl)-2-ethynyl-N-(2-oxo-1-(2,2,2-trifluoroethyl)pyrrolidin-3-yl)thiazole-4-carboxamide COC=1C=C(C=C(C1)OC)N(C(=O)C=1N=C(SC1)C#C)[C@@H]1C(N(CC1)CC(F)(F)F)=O